P(=S)(OOC(C=C)=O)(OCCCCCC)[O-] acryloyloxy hexyl thiophosphate